[Cl-].C(=O)(O)C(C)(C)N(C=1C2=C(N=C(N1)C1=[NH+]C=CC=C1)CCC2)C 2-{4-[(1-carboxy-1-methylethyl)(methyl)amino]-5H,6H,7H-cyclopenta[d]pyrimidin-2-yl}pyridin-1-ium chloride